6-methanesulfonyl-N-(3-methyl-4-{[1,2,4]triazolo[1,5-a]pyridin-7-yloxy}phenyl)-[1,3]diazino[5,4-d]pyrimidin-4-amine CS(=O)(=O)C=1N=CC=2N=CN=C(C2N1)NC1=CC(=C(C=C1)OC1=CC=2N(C=C1)N=CN2)C